1-(2-isopropylpyridin-3-yl)-3-methyl-5,6-dihydroimidazo[1,5-a]pyrazine C(C)(C)C1=NC=CC=C1C=1N=C(N2C1C=NCC2)C